FC=1C=CC=C2CCC(C12)C1=CN=CN1 5-(7-fluoro-2,3-dihydro-1H-indenyl)-1H-imidazole